4-(1-Methyl-piperidin-3-yl)-N-[6-methyl-5-(4-pyridin-3-yl-pyrimidin-2-ylamino)-pyridin-3-yl]-2-trifluoromethyl-benzamide CN1CC(CCC1)C1=CC(=C(C(=O)NC=2C=NC(=C(C2)NC2=NC=CC(=N2)C=2C=NC=CC2)C)C=C1)C(F)(F)F